[Na+].[Fe-4](C#N)(C#N)(C#N)(C#N)(C#N)C#N.[K+] potassium ferrocyanide, sodium salt